5-(5-((trimethylsilyl)ethynyl)pyridin-2-yl)isoxazole C[Si](C)(C)C#CC=1C=CC(=NC1)C1=CC=NO1